CC=1NC=C(C1C(C)=O)C1=CC=CC=C1 1-(2-methyl-4-phenyl-1H-pyrrol-3-yl)ethan-1-one